CON1C([C@@H](C1)NC(=O)C1=CN=C2N1N=C(C=C2NC)NC=2C(N(C=CC2)C2=NC=CC=C2)=C=O)=C=O (R)-N-(1-methoxy-2-carbonylazetidin-3-yl)-8-(methylamino)-6-((2-carbonyl-2H-[1,2'-bipyridine]-3-yl)amino)imidazo[1,2-b]pyridazine-3-carboxamide